(S)-2-(1-cyclopropylethyl)-7-(dimethylphosphoryl)-5-(4-methyl-2-(oxetan-3-ylamino)thiazol-5-yl)isoindolin-1-one Dimethyl-benzyl-orthoacetate CC(C(O)(O)O)(CC1=CC=CC=C1)C.C1(CC1)[C@H](C)N1C(C2=C(C=C(C=C2C1)C1=C(N=C(S1)NC1COC1)C)P(=O)(C)C)=O